N'-[(6-{4-[1-(Propan-2-yl)piperidin-4-yl]-1,4-diazepan-1-yl}pyridin-2-yl)carbonyl]cyclopropanecarbohydrazide CC(C)N1CCC(CC1)N1CCN(CCC1)C1=CC=CC(=N1)C(=O)NNC(=O)C1CC1